C(C)(C)(C)OC(=O)N1[C@@H]2[C@H](NC[C@H]1CC2)[C@@H](C(F)F)O (1S,2S,5R)-2-((S)-2,2-difluoro-1-hydroxyethyl)-3,8-diazabicyclo[3.2.1]octane-8-carboxylic acid tert-butyl ester